OC=1C=CC(=C2C=CC(NC12)=O)[C@H](CNCCC1=CC=C(C=C1)NC=1C=C(C(=CC1)OC)C1=CC=CC=C1)O 8-hydroxy-5-((1R)-1-hydroxy-2-{2-[4-(6-methoxy-biphenyl-3-ylamino)-phenyl]-ethylamino}-ethyl)-1H-quinolin-2-one